isooctyloxydodecylphosphate C(CCCCC(C)C)OCCCCCCCCCCCCOP(=O)([O-])[O-]